OC(CC=CCC=CCCCCCCCCCCCCC(=O)[O-])C=CC=CC#CC(CC=CCC)O 20,27-Dihydroxydotriaconta-14,17,21,23,29-pentaen-25-ynoat